C(=O)(OC(C)(C)C)N1CC(NCC1)(C)C 1-Boc-3,3-dimethylpiperazine